6-(1-(8-isopropyl-8-azabicyclo[3.2.1]octan-3-yl)piperidin-4-yl)-1,4-dimethyl-2-(4-(methylsulfonyl)phenyl)-1H-benzo[d]imidazole C(C)(C)N1C2CC(CC1CC2)N2CCC(CC2)C=2C=C(C1=C(N(C(=N1)C1=CC=C(C=C1)S(=O)(=O)C)C)C2)C